O=C1N(C(CC1)=O)C1C2(CC3CC(CC1C3)C2)C(=O)OC2=CC=C(C=C2)C(=C2CCCCC2)C2=CC=C(C=C2)OCCCCN 4-((4-(4-aminobutoxy)phenyl)(cyclohexylidene)methyl)phenol (1S,3s)-2,5-dioxopyrrolidin-1-yl-adamantane-1-carboxylate